2-(2-(ethoxymethoxy)-4-methoxyphenyl)-4,4,5,5-tetramethyl-1,3,2-dioxaborolane C(C)OCOC1=C(C=CC(=C1)OC)B1OC(C(O1)(C)C)(C)C